(Z)-9-pentadecenyl acetate C(C)(=O)OCCCCCCCC\C=C/CCCCC